4-bromo-7-fluoro-1-tosyl-5-(trifluoromethyl)-1H-indole BrC1=C2C=CN(C2=C(C=C1C(F)(F)F)F)S(=O)(=O)C1=CC=C(C)C=C1